[(2R,6R)-4-(7-cyano-3-fluoro-pyrazolo[1,5-a]pyridin-4-yl)-6-methyl-morpholin-2-yl]methyl trifluoromethanesulfonate FC(S(=O)(=O)OC[C@H]1CN(C[C@H](O1)C)C=1C=2N(C(=CC1)C#N)N=CC2F)(F)F